C1(CCCCC1)C1=C(OC2(CC2)C(=O)NS(=O)(=O)C2=CC=CC(=N2)NC(OCC2=CC=CC=C2)=O)C=C(C=C1)C benzyl (6-(N-(1-(2-cyclohexyl-5-methylphenoxy)cyclopropane-1-carbonyl)sulfamoyl)pyridin-2-yl)carbamate